6-((1S,3R)-3-(1-Isopropyl-3-(4-(trifluoromethyl)phenyl)-1H-1,2,4-triazol-5-yl)cyclopentyl)-2-thia-6-azaspiro[3.4]octane 2,2-dioxide C(C)(C)N1N=C(N=C1[C@H]1C[C@H](CC1)N1CC2(CS(C2)(=O)=O)CC1)C1=CC=C(C=C1)C(F)(F)F